2-(4-(5-Chloro-2-(1H-tetrazol-1-yl)phenyl)-2,5-dioxapiperazin-1-yl)-4-methoxybutyric acid methyl ester COC(C(CCOC)N1OCN(OC1)C1=C(C=CC(=C1)Cl)N1N=NN=C1)=O